COC(CCC(C(N)=O)N1C(C2=CC=CC(=C2C1)OCC1=CC=C(C=C1)CNC(C)(C)C(=O)OC(C)(C)C)=O)=O 4-(4-{4-[(1-tert-Butoxycarbonyl-1-methyl-ethylamino)-methyl]-benzyloxy}-1-oxo-1,3-dihydro-isoindol-2-yl)-4-carbamoyl-butyric acid methyl ester